C(\C=C/C=CCCCCCCCCCCCCCCC)(=O)O (Z)-Eicosadienoic Acid